FC12CC(C1)(C2)CN(C(=O)OCC2=C(C=NN2C)C2=NC=C(C(=N2)C)O[C@@H]2C[C@H](CCC2)C(=O)O)C (1S,3S)-3-((2-(5-(((((3-fluorobicyclo[1.1.1]pentan-1-yl)methyl)(methyl)carbamoyl)oxy)methyl)-1-methyl-1H-pyrazol-4-yl)-4-methylpyrimidin-5-yl)oxy)cyclohexane-1-carboxylic acid